2-(2-bromo-2-nitroethenyl)furan BrC(=CC=1OC=CC1)[N+](=O)[O-]